4,5-di-tert-butoxycarbonyl-[1,4,5]Oxadiazepan C(C)(C)(C)OC(=O)N1CCOCCN1C(=O)OC(C)(C)C